8-bromo-2-chloro-4-methoxy-5-(2,2,2-trifluoroethyl)pyrimido[5,4-b]indole BrC1=CC=2C3=C(N(C2C=C1)CC(F)(F)F)C(=NC(=N3)Cl)OC